NC=1C=C(C=C2C=C(N=CC12)NC(=O)[C@H]1[C@@H](C1)C#N)N1C(OCC1)=O |r| (±)-trans-N-(8-amino-6-(2-oxooxazolidin-3-yl)isoquinolin-3-yl)-2-cyanocyclopropane-1-carboxamide